6-bromo-3-fluoro-N,N-dimethylpyridin-2-amine BrC1=CC=C(C(=N1)N(C)C)F